5H-[1]Benzothieno[3,2-C]Carbazole C1=C2C=3C4=C(C=CC3NC2=CC=C1)C1=C(S4)C=CC=C1